NC[C@@H]1[C@@H]([C@@H]2CN(CC[C@@H](CN12)O)C(=O)NC1=CC=C(C=C1)OC)C1=CC=C(C=C1)Br (3S,8R,9S,10S)-10-(aminomethyl)-9-(4-bromophenyl)-3-hydroxy-N-(4-methoxyphenyl)-1,6-diazabicyclo[6.2.0]decane-6-carboxamide